N-(3-(3-cyanoguanidino)-4-fluorophenyl)-2-(4-fluoro-2-methylphenoxy)-5-(trifluoromethyl)benzamide C(#N)NC(NC=1C=C(C=CC1F)NC(C1=C(C=CC(=C1)C(F)(F)F)OC1=C(C=C(C=C1)F)C)=O)=N